5-chloro-2-methyl-N-((1r,4r)-4-((3-(6-(((1-methyl-1H-pyrazol-4-yl)methyl)amino)pyridin-3-yl)-2-oxo-2,3-dihydro-1H-benzo[d]imidazol-1-yl)methyl)cyclohexyl)nicotinamide ClC=1C=NC(=C(C(=O)NC2CCC(CC2)CN2C(N(C3=C2C=CC=C3)C=3C=NC(=CC3)NCC=3C=NN(C3)C)=O)C1)C